BrC=1C=C(C=CC1)C[C@H](C(=O)O)[C@@H]1CN(CC1)C(=O)OC(C)(C)C (2S)-3-(3-bromophenyl)-2-[(3R)-1-t-Butoxycarbonylpyrrolidin-3-yl]propionic acid